[Cl-].[Mg+2].CC(C)[Li].[Cl-] propan-2-yl-lithium magnesium chloride